[2-[[(1S)-2-[(1S,2S)-2-(2,4-dimethylphenyl)-1-methyl-propoxy]-1-methyl-2-oxo-ethyl]carbamoyl]-4-ethoxy-3-pyridyl] 2-methylpropanoate CC(C(=O)OC=1C(=NC=CC1OCC)C(N[C@H](C(=O)O[C@H]([C@@H](C)C1=C(C=C(C=C1)C)C)C)C)=O)C